1-(tert-butyl) 3-methyl (5S)-5-(((benzyloxy)carbonyl)amino)piperidine-1,3-dicarboxylate C(C1=CC=CC=C1)OC(=O)N[C@H]1CC(CN(C1)C(=O)OC(C)(C)C)C(=O)OC